C(C)(C)(C)OC(=O)N1C[C@H](OCC1)C(=O)O (S)-4-(tert-butoxycarbonyl)morpholine-2-carboxylic acid